2-oxo-6-(p-methylphenyl)-1,2-dihydropyridine-3-carboxylic acid O=C1NC(=CC=C1C(=O)O)C1=CC=C(C=C1)C